4-(2-{[(2R,7aS)-2-fluoro-hexahydro-1H-pyrrolizin-7a-yl]methoxy}-8-fluoro-4-[4-(methoxymethyl)piperidin-1-yl]pyrido[4,3-d]pyrimidin-7-yl)-5-ethynyl-6-fluoronaphthalen-2-ol F[C@@H]1C[C@@]2(CCCN2C1)COC=1N=C(C2=C(N1)C(=C(N=C2)C2=CC(=CC1=CC=C(C(=C21)C#C)F)O)F)N2CCC(CC2)COC